CN(C1=C(C=CC=C1)CN1N=C(C=C1C1=CC(=CC=C1)OC)COC(C(=O)O)(C)C)C 2-([1-[[2-(Dimethylamino)phenyl]methyl]-5-(3-methoxyphenyl)1H-pyrazol-3-yl]methoxy)-2-methylpropanoic acid